C(C)(C)(C)C=1C=CC=2N(C3=CC=C(C=C3C2C1)C(C)(C)C)C1=C(C(=C(C(=C1N1C2=CC=C(C=C2C=2C=C(C=CC12)C(C)(C)C)C(C)(C)C)C#N)N1C2=CC=C(C=C2C=2C=C(C=CC12)C(C)(C)C)C(C)(C)C)C=1C(=NC(=CC1)C1=CC=CC=C1)C1=CC=CC=C1)C1=CC=CC=C1 2,3,5-tris(3,6-di-tert-butyl-9H-carbazol-9-yl)-6-(2,6-diphenylpyridin-3-yl)-[1,1'-biphenyl]-4-carbonitrile